Cl.C(=O)NCC(=O)C1=CC(=C(C=C1OC)NS(=O)(=O)C)OC1=CC=CC=C1 N-[4-(2-formylaminoacetyl)-5-methoxy-2-phenoxyphenyl]methanesulfonamide hydrochloride